P(=O)(OCCCCCCCCC)(OCCN1CCN(CCC1)C(CCCCC)CCCCC)O nonyl (2-(4-(undecane-6-yl)-1,4-diazepan-1-yl)ethyl) hydrogen phosphate